6-(1-isobutyl-1H-pyrazol-4-yl)imidazo[1,2-a]pyridine-2-carboxamide C(C(C)C)N1N=CC(=C1)C=1C=CC=2N(C1)C=C(N2)C(=O)N